N-(6-(hydroxymethyl)-5-iodo-8-(methylamino)-2,7-naphthyridin-3-yl)cyclopropanecarboxamide OCC=1C(=C2C=C(N=CC2=C(N1)NC)NC(=O)C1CC1)I